azetidin-3-yl-morpholine N1CC(C1)N1CCOCC1